methyl 2-fluoro-4-((3-(3-(trifluoromethyl)-1H-pyrazol-4-yl)imidazo[1,2-a]pyrazin-8-yl)amino)benzoate FC1=C(C(=O)OC)C=CC(=C1)NC=1C=2N(C=CN1)C(=CN2)C=2C(=NNC2)C(F)(F)F